FC=1C=C(C=CC1OC1=CC=NC2=CC(=C(C=C12)OC)OCCCN1CCN(CC1)C)NC(=O)C1=NC=CN(C1=O)C1=CC(=C(C=C1)OC)OC N-(3-fluoro-4-{6-methoxy-7-[3-(4-methyl-1-piperazinyl)propoxy]quinolin-4-yloxy}phenyl)-3-oxo-4-(3,4-dimethoxyphenyl)-3,4-dihydropyrazine-2-carboxamide